CC1=C[C@H]([C@H](CC1)C(=C)C)C1=C(C=C(C=C1O)CCCCC)O ((1R,6S)-3-methyl-6-(prop-1-en-2-yl)cyclohex-2-enyl)-5-pentylbenzene-1,3-diol